1-(4-methoxyphenyl)-5-methylpyrrolidone COC1=CC=C(C=C1)N1C(CCC1C)=O